N(=[N+]=[N-])C1=CC=C(C=C1)C=C1C(C(CC(C1)[Si](C)(C)C)=CC1=CC=C(C=C1)C)=O 2-[(4-azidophenyl)methylidene]-6-[(4-methylphenyl)methylidene]-4-trimethylsilylcyclohexan-1-one